C(C1=CC=CC=C1)N1N=C(N=C1)C(=O)N[C@@H]1C(N(C=2N(CC1)N=C(C2)CC2CCOCC2)C)=O 1-Benzyl-N-[(6S)-4-methyl-5-oxo-2-(tetrahydropyran-4-ylmethyl)-7,8-dihydro-6H-pyrazolo[1,5-a][1,3]diazepin-6-yl]-1,2,4-triazol-3-carboxamid